3-(2-(((1r,4r)-4-(Aziridin-1-yl)cyclohexyl)amino)-5-methylpyrimidin-4-yl)-N-(pyrimidin-5-yl)imidazo[1,2-a]pyridin-7-amin N1(CC1)C1CCC(CC1)NC1=NC=C(C(=N1)C1=CN=C2N1C=CC(=C2)NC=2C=NC=NC2)C